N1(C=NC2=C1C=CC=C2)C2=CC1=C(NC(N1)=O)C=C2 1',3'-dihydro-2'H-[1,5'-bibenzo[d]imidazol]-2'-one